FC1=CC=C(C=C1)N1C(NC(C(C1=O)=CC1=C(C=2C(=C3CCCN4C3=C(C2)CCC4)OC1=O)C)=O)=O 1-(4-fluorophenyl)-5-((9-methyl-11-oxo-2,3,6,7-tetrahydro-1H,5H,11H-pyrano[2,3-f]pyrido[3,2,1-ij]quinolin-10-yl)methylene)pyrimidine-2,4,6(1H,3H,5H)-trione